5-(5-fluoro-7-hydroxy-3-(isopentylamino)-1,2,3,4-tetrahydro-1,4-methanonaphthalen-6-yl)-1,2,5-thiadiazolidin-3-one 1,1-dioxide FC1=C2C3C(CC(C2=CC(=C1N1CC(NS1(=O)=O)=O)O)C3)NCCC(C)C